COC1=CC=C(C=C1)CN(C=1C2=C(N=CN1)N(C=C2)[C@H]2[C@@H]([C@@H]([C@H](C2)C2[C@H](C2)CCCNCCC2=CC=CC=C2)O)O)C (1R,2S,3R,5R)-3-(4-{[(4-methoxyphenyl)methyl](methyl)amino}pyrrolo[2,3-d]pyrimidin-7-yl)-5-[(2s)-2-{3-[(2-phenylethyl)amino]propyl}cyclopropyl]cyclopentane-1,2-diol